(E)-8-oxo-7-(2-(1-trityl-1H-imidazol-4-yl)benzylidene)-5,6,7,8-tetrahydroquinoline-3-carbonitrile O=C1/C(/CCC=2C=C(C=NC12)C#N)=C/C1=C(C=CC=C1)C=1N=CN(C1)C(C1=CC=CC=C1)(C1=CC=CC=C1)C1=CC=CC=C1